2-{4-carboxy-3',4'-difluoro-[1,1'-biphenyl]-3-yl}-6-hydroxy-1,3-dioxo-2,3-dihydro-1H-isoindole C(=O)(O)C1=C(C=C(C=C1)C1=CC(=C(C=C1)F)F)N1C(C2=CC(=CC=C2C1=O)O)=O